1-isopropyl-5-(2-(5-morpholinopyridin-2-yl)amino-5-fluoropyrimidin-4-yl)-pyridin-2(1H)-one C(C)(C)N1C(C=CC(=C1)C1=NC(=NC=C1F)NC1=NC=C(C=C1)N1CCOCC1)=O